methyl 3-(2-((1-cyclohexylpropan-2-ylamino)methyl) phenyl)propanoate hydrochloride Cl.C1(CCCCC1)CC(C)NCC1=C(C=CC=C1)CCC(=O)OC